C[C@@H]1[C@H]([C@@H](CC1)OC=1C=C2COC(C2=CC1)=O)NC(OC(C)(C)C)=O tert-butyl ((1R,2S,5R)-2-methyl-5-((1-oxo-1,3-dihydroisobenzofuran-5-yl)oxy)cyclopentyl)carbamate